(2-methoxy ethoxy)methyl (3aS,4S,5S,7S,7aR)-2-(4-cyano-3-(trifluoromethyl)phenyl)-4,7-dimethyl-1,3-dioxooctahydro-1H-4,7-epoxyisoindole-5-carboxylate C(#N)C1=C(C=C(C=C1)N1C([C@H]2[C@@]3(C[C@@H]([C@]([C@H]2C1=O)(O3)C)C(=O)OCOCCOC)C)=O)C(F)(F)F